di-potassium undecenoyl glutamate N[C@@H](CCC(=O)[O-])C(=O)OC(C=CCCCCCCCC)=O.[K+].[K+].C(C=CCCCCCCCC)(=O)OC([C@@H](N)CCC(=O)[O-])=O